thiochromanyl-iminooxide S1C(CCC2=CC=CC=C12)N=O